Diisopentyl 9,9'-((3-((2-(4-(2-((4-(bis(2-hydroxy-7-(isopentyloxy)-7-oxoheptyl)amino)butanoyl)oxy)ethyl)piperazin-1-yl)ethyl)disulfaneyl)propyl)azanediyl)bis(8-hydroxynonanoate) OC(CN(CCCC(=O)OCCN1CCN(CC1)CCSSCCCN(CC(CCCCCCC(=O)OCCC(C)C)O)CC(CCCCCCC(=O)OCCC(C)C)O)CC(CCCCC(OCCC(C)C)=O)O)CCCCC(=O)OCCC(C)C